5-(2,5-dihydroxytetrahydrofuran-3-yl)-8-methyl-3a,4,5,9b-tetrahydronaphtho[1,2-c]furan-1,3-dione OC1OC(CC1C1CC2C(C(OC2=O)=O)C2=CC(=CC=C12)C)O